FC=1C(=C(C=CC1F)C1C(SC(C1)(C(F)(F)F)C)C(=O)NC1=CN(C(C=C1)=O)C)OC 3-(3,4-difluoro-2-methoxyphenyl)-5-methyl-N-(1-methyl-6-oxo-1,6-dihydropyridin-3-yl)-5-(trifluoromethyl)tetrahydrothiophene-2-carboxamide